5Z-lycopene CC(C)=CCC\C(\C)=C/C=C/C(/C)=C/C=C/C(/C)=C/C=C/C=C(\C)/C=C/C=C(\C)/C=C/C=C(\C)/CCC=C(C)C